6-((((1S,2R,4S)-4-(([1,2,4]Triazolo[1,5-a]pyridin-8-ylmethyl)amino)-2-hydroxycyclohexyl)amino)methyl)-4,5-difluoro-1,3-dimethyl-1,3-dihydro-2H-benzo[d]imidazol-2-one N=1C=NN2C1C(=CC=C2)CN[C@@H]2C[C@H]([C@H](CC2)NCC=2C(=C(C1=C(N(C(N1C)=O)C)C2)F)F)O